1,2-dimethyl-nitrobenzene Methyl-2-[[2-[1-[(4-methylphenyl)methyl]-5-oxopyrrolidin-2-yl]acetyl]amino]benzoate COC(C1=C(C=CC=C1)NC(CC1N(C(CC1)=O)CC1=CC=C(C=C1)C)=O)=O.CC1=C(C(=CC=C1)[N+](=O)[O-])C